CC(CNC([C@@H](NC(=O)OCC=C)C(C)C)=O)(S)C 1,1-dimethyl-2-(N-allyloxycarbonyl-valylamino)ethanethiol